2-(2-methyl-5-(2-(((R)-phenyl((R)-1,2,3,4-tetrahydropyrido[2,3-b]pyrazin-3-yl)methyl)amino)ethyl)phenyl)acetic acid CC1=C(C=C(C=C1)CCN[C@@H]([C@H]1CNC2=C(N1)N=CC=C2)C2=CC=CC=C2)CC(=O)O